((2S,4R)-4-(difluoromethoxy)-1-methylpyrrolidin-2-yl)methanol FC(O[C@@H]1C[C@H](N(C1)C)CO)F